(R)-3-chloro-N-(8,9-difluoro-6-oxo-1,4,5,6-tetrahydro-2H-pyrano[3,4-c]isoquinolin-1-yl)-1-ethyl-N-methyl-1H-indazole-5-carboxamide ClC1=NN(C2=CC=C(C=C12)C(=O)N(C)[C@H]1COCC=2NC(C=3C=C(C(=CC3C21)F)F)=O)CC